C(=O)(OCCF)OC(=O)OC(=O)OC fluoroethyl methyl tricarbonate